(4-bromo-2,6-dimethyl-phenyl)-3,3-dimethylbutanamide BrC1=CC(=C(C(=C1)C)C(C(=O)N)C(C)(C)C)C